FC(CCCS)(C(F)(F)F)F 4,4,5,5,5-pentafluoro-1-pentanethiol